N(=[N+]=[N-])CCC[Si](OCC)(OCC)OCC (3-Azidopropyl)triethoxysilane